BrC=1C=CC2=C(NC(=N2)C2=CC(=CC=C2)[C@@H](CC2=NN=CN2C)C)C1C(F)(F)F (R)-6-bromo-2-(3-(1-(4-methyl-4H-1,2,4-triazol-3-yl)propan-2-yl)phenyl)-7-(trifluoromethyl)-1H-benzo[d]imidazole